OC1(CC1)C1=NN(C=N1)C1CC2(CN(C2)C(=O)N2CC3(C2)CC(C3)CN3N=CC(=C3)C#N)C1 1-[[2-[6-[3-(1-hydroxycyclopropyl)-1,2,4-triazol-1-yl]-2-azaspiro[3.3]heptane-2-carbonyl]-2-azaspiro[3.3]heptan-6-yl]methyl]pyrazole-4-carbonitrile